ClC=1C=C2C(=CC1)NC(C21CCN(CC1)CCOC=1C=C2CCN3C(C2=CC1)CCC3=O)=O 5-chloro-1'-[2-({3-oxo-1H,2H,3H,5H,6H,10bH-pyrrolo[2,1-a]isoquinolin-8-yl}oxy)ethyl]-1,2-dihydrospiro[indole-3,4'-piperidin]-2-one